COC1=C(C=CC(=C1)OC)CN 1-(2,4-dimethoxyphenyl)methaneamine